C(CCCCCCCC)C(COCCOCCOCCOCCO)(OC1=CC=CC=C1)O n-nonylphenoxypentaethylene glycol